N-((cis)-1-cyano-2-methylcyclopropyl)-3-(5-(difluoromethyl)-1,3,4-thiadiazol-2-yl)-8-(3,3,5-trimethylpiperazin-1-yl)imidazo[1,5-a]pyridine-6-sulfonamide C(#N)[C@]1([C@@H](C1)C)NS(=O)(=O)C=1C=C(C=2N(C1)C(=NC2)C=2SC(=NN2)C(F)F)N2CC(NC(C2)C)(C)C